NC1=NC=C(C2=C1C(=NN2C(C)C)C2=CC(=C(C=C2)NS(=O)(=O)CC2=C(C=CC=C2)Cl)F)C2=CC[C@@H](CC2)N[C@H](CF)C N-(4-(4-amino-7-(4(R)-((1-fluoropropane-2(S)-yl)amino)cyclohex-1-en-1-yl)-1-isopropyl-1H-pyrazolo[4,3-c]pyridin-3-yl)-2-fluorophenyl)-1-(2-chlorophenyl)methanesulfonamide